(1-(4-(tert-butyl)phenyl)-2-oxocyclohexyl)-2-chloroacetamide C(C)(C)(C)C1=CC=C(C=C1)C1(C(CCCC1)=O)C(C(=O)N)Cl